CC=1SC(=C(N1)C)C=1CSC2=CC(=CC=C2C1C1=CC=C(C=C1)O[C@@H]1CN(CC1)CCCF)O 3-(2,4-dimethylthiazol-5-yl)-4-[4-[(3S)-1-(3-fluoropropyl)pyrrolidin-3-yl]oxyphenyl]-2H-thiochromen-7-ol